tert.-butyl (4S)-4-phenyl-1,2,3-oxathiazolidine-3-carboxylate 2,2-dioxide C1(=CC=CC=C1)[C@@H]1N(S(OC1)(=O)=O)C(=O)OC(C)(C)C